ClC1=C(C=C2C=C(N=CC2=C1)NC(=O)C1COC(CC1)C(F)(F)F)C1CCN(CC1)[C@@]1(COC[C@@H]1O)C (2S,5R)-N-(7-chloro-6-(1-((3R,4R)-4-hydroxy-3-methyltetrahydrofuran-3-yl)piperidin-4-yl)isoquinolin-3-yl)-6-(trifluoromethyl)tetrahydro-2H-pyran-3-carboxamide